ClC=1C(=CC(=NC1)N1C[C@@H](O[C@@H](C1)C)C)I (2S,6R)-4-(5-Chloro-4-iodopyridin-2-yl)-2,6-dimethylmorpholine